NC1=NC=C(C(=C1)B(O)O)C 2-AMINO-5-METHYLPYRIDINE-4-BORONIC ACID